4-[5-(aminomethyl)pyrimidin-2-yl]-3-(2-methyl-5-phenylpyrazol-3-yl)oxybenzonitrile NCC=1C=NC(=NC1)C1=C(C=C(C#N)C=C1)OC=1N(N=C(C1)C1=CC=CC=C1)C